5-bromo-2-(bromomethyl-d2)-1,3-difluorobenzene BrC=1C=C(C(=C(C1)F)C([2H])([2H])Br)F